NC1=C(C=C(C(=O)O)C=C1C)C 4-amino-3,5-dimethylbenzoic acid